C(C1=CCC(CC1)C(C([2H])([2H])[2H])=O)([2H])([2H])[2H] 1-(4-(methyl-d3)cyclohex-3-en-1-yl)ethan-1-one-2,2,2-d3